NC1=C2N=CN(C2=NC(=N1)F)[C@H]1C[C@@H]([C@@](O1)(C#C)CO[P@](=O)(OC1=CC=CC=C1)N[C@@H](CC1=CC=CC=C1)C(=O)OC(CCCCCCCCCCC)CCCCCCCCCCC)OC(NCCCCCC)=O Tricosan-12-yl ((S)-(((2R,3S,5R)-5-(6-amino-2-fluoro-9H-purin-9-yl)-2-ethynyl-3-((hexylcarbamoyl)oxy) tetrahydrofuran-2-yl)methoxy)(phenoxy)phosphoryl)-L-phenylalaninate